C(C)(=O)C=1C=C(C=C2C(N(C(=NC12)C=1N=CN(C1)C)C)=O)C 8-acetyl-3,6-dimethyl-2-(1-methyl-1H-imidazol-4-yl)quinazolin-4(3H)-one